FC1(OC2=C(O1)C=CC(=C2)[C@H](C)OC2=NC=CC(=C2)N2N=C(C=1CCCC(C21)O)C(F)(F)F)F 1-(2-((S)-1-(2,2-difluorobenzo[d][1,3]dioxol-5-yl)ethoxy)pyridin-4-yl)-3-(trifluoromethyl)-4,5,6,7-tetrahydro-1H-indazol-7-ol